S(N)(=O)(=O)\C=C/[C@H]1N(CCC1)C(=O)OC(C)(C)C tert-butyl (S,Z)-2-(2-sulfamoylvinyl)pyrrolidine-1-carboxylate